C(CCCCCCCCCCC)P(OCCCCCCCCCCCC)([O-])=O.[Nd+3].C(CCCCCCCCCCC)OP([O-])(=O)CCCCCCCCCCCC.C(CCCCCCCCCCC)OP([O-])(=O)CCCCCCCCCCCC neodymium dodecyl (dodecyl phosphonate)